C1(=CC=CC=C1)C1SC2=C(C(=C1)C1=CC=C(C=C1)F)N=CC=C2 2-phenyl-4-(4-fluorophenyl)-1,5-benzothiazine